1-Methyl-2-(6-trifluoromethoxy-benzothiazol-2-ylamino)-1H-benzoimidazole-5-carboxylic acid [2-(4-hydroxy-cyclohexyl)-ethyl]-amide OC1CCC(CC1)CCNC(=O)C1=CC2=C(N(C(=N2)NC=2SC3=C(N2)C=CC(=C3)OC(F)(F)F)C)C=C1